ClC1=C2C(=NC=C1/C=C/C=1C=C(C(=O)NC3=CC(=C(C=C3)CN3CCN(CC3)CC)C(F)(F)F)C=CC1C)NC=C2 (E)-3-(2-(4-chloro-1H-pyrrolo[2,3-b]pyridin-5-yl)vinyl)-N-(4-((4-ethylpiperazin-1-yl)methyl)-3-(trifluoromethyl)phenyl)-4-methylbenzamide